BrC1=CC=C(C=2S(C=CC21)(=O)=O)F 4-bromo-7-fluorobenzo[b]thiophene 1,1-dioxide